O=C1N(N=C2N1[C@@H](CCC2)C(=O)O)[C@H](C)C=2C=NC(=CC2)C(F)(F)F |&1:13| (5S)-3-Oxo-2-{(1RS)-1-[6-(trifluoromethyl)pyridin-3-yl]ethyl}-2,3,5,6,7,8-hexahydro[1,2,4]triazolo[4,3-a]pyridine-5-carboxylic acid